4-(((1-(1-cyclohexylpiperidin-4-yl)-1H-pyrazol-4-yl)methyl)amino)-2-(2,6-dioxopiperidin-3-yl)isoindoline-1,3-dione C1(CCCCC1)N1CCC(CC1)N1N=CC(=C1)CNC1=C2C(N(C(C2=CC=C1)=O)C1C(NC(CC1)=O)=O)=O